C[C@H]1CCC(N1C1CCNCC1)=O (5S)-5-methyl-1-(piperidin-4-yl)pyrrolidin-2-one